2-sec-butyl-4-iodoisoquinolin-1(2H)-one C(C)(CC)N1C(C2=CC=CC=C2C(=C1)I)=O